ethyl 6-(N-(5-chloro-2-(4-ethoxypiperidin-1-yl) pyridin-3-yl) sulfamoyl)-furo[3,2-c]pyridine-2-carboxylate ClC=1C=C(C(=NC1)N1CCC(CC1)OCC)NS(=O)(=O)C1=CC2=C(C=N1)C=C(O2)C(=O)OCC